C(C1=CC=CC=C1)OC(=O)N1[C@@H](CCC1)COC=1N=C(C2=C(N1)C(=C(N=C2)Cl)F)N2CC1CCC(C2)N1C(=O)OC(C)(C)C tert-butyl 3-(2-(((S)-1-((benzyloxy) carbonyl) pyrrolidin-2-yl) methoxy)-7-chloro-8-fluoropyrido[4,3-d]pyrimidin-4-yl)-3,8-diazabicyclo[3.2.1]octane-8-carboxylate